(5aR,6S,6aS)-ethyl 3-((1-methyl-3-(2-(trifluoromethyl)phenyl)-2,3-dihydro-1H-inden-5-yl)methoxy)-5,5a,6,6a-tetrahydrocyclopropa[4,5]cyclopenta[1,2-c]pyridine-6-carboxylate CC1CC(C2=CC(=CC=C12)COC1=CC2=C(C=N1)[C@H]1[C@@H](C2)[C@@H]1C(=O)OCC)C1=C(C=CC=C1)C(F)(F)F